1,18-octadecanedioic acid mono-tert-butyl ester C(C)(C)(C)OC(CCCCCCCCCCCCCCCCC(=O)O)=O